(R)-N-(3-(N-(azetidine-3-carbonyl)-S-methylsulfonimidoyl)phenyl)-2-((6-fluoro-2-methylpyridin-3-yl)oxy)-4-methyl-5-(trifluoromethyl)nicotinamide N1CC(C1)C(=O)N=[S@@](=O)(C)C=1C=C(C=CC1)NC(C1=C(N=CC(=C1C)C(F)(F)F)OC=1C(=NC(=CC1)F)C)=O